N1C(NC(NC1=O)=O)=O 1,3,5(1H,3H,5H)triazine-2,4,6-trione